BrC1=NC=C(C2=C1C(CC2)=O)OC=2C=C(C#N)C=C(C2)F 3-((1-bromo-7-oxo-6,7-dihydro-5H-cyclopenta[c]pyridin-4-yl)oxy)-5-fluorobenzonitrile